C(CCC)C=1OC=CC1 2-n-Butyl-furan